BrC=1C=C(C(=C(C(=O)OC)C1)N[C@H]1CN(CCC1)C(=O)C1=CN=CC2=CC=CC=C12)[N+](=O)[O-] methyl (R)-5-bromo-2-((1-(isoquinoline-4-carbonyl) piperidin-3-yl) amino)-3-nitrobenzoate